FC1=CC=C(C=C1)N1N=C(C=C1)C(=O)NC=1C=C(C=CC1)NC(C1=NC(=CC=C1)C1=CC=NN1)=O N-(3-(1-(4-fluorophenyl)-1H-pyrazole-3-carboxamido)phenyl)-6-(1H-pyrazol-5-yl)picolinamide